ClC1=C2CO[C@@H](C2=CC=C1)CNC (S)-1-(4-chloro-1,3-dihydroisobenzofuran-1-yl)-N-methyl-methylamine